2-bromo-1-(2,4-dichlorophenoxy)-4-nitrobenzene BrC1=C(C=CC(=C1)[N+](=O)[O-])OC1=C(C=C(C=C1)Cl)Cl